ClC=1C=C(C=CC1)C1=NOC(=C1)C(=O)NC1CN(CC1)C#N 3-(3-chlorophenyl)-N-(1-cyanopyrrolidin-3-yl)isoxazole-5-carboxamide